ClC=1C=C(C=C(C1)Cl)NC(=O)C1(OCCC1)C(=O)N[C@H](CC(=O)OC)C methyl (3S)-3-[[2-[(3,5-dichlorophenyl)carbamoyl]tetrahydrofuran-2-carbonyl]amino]butanoate